NC[C@H]1C[C@H](CN1C(=O)OCC[Si](C)(C)C)NC(=O)[C@H]1N(C[C@H](C1)F)C(=O)OC(C)(C)C tert-Butyl (2S,4S)-2-(((3R,5R)-5-(Aminomethyl)-1-((2-(trimethylsilyl)ethoxy)carbonyl)pyrrolidin-3-yl)carbamoyl)-4-fluoropyrrolidine-1-carboxylate